(3R,5aS,6R,8aS,9R,10R,12R,12aR)-N-(cyclopentylmethyl)-3,6,9-trimethyldecahydro-12H-3,12-epoxypyrano[4,3-j][1,2]benzodioxepin-10-carboxamide C1(CCCC1)CNC(=O)[C@H]1[C@@H]([C@@H]2CC[C@H]([C@@H]3CC[C@]4(OO[C@]32[C@H](O1)O4)C)C)C